FC1=CC=C(C=C1)N1C(=C(C2=C(C=CC=C12)OC)C1CC2(CC(C2)C(=O)O)C1)C(F)(F)F 6-[1-(4-fluorophenyl)-4-methoxy-2-(trifluoromethyl)indol-3-yl]spiro[3.3]heptane-2-carboxylic acid